4-pentadecyl alcohol CCCC(CCCCCCCCCCC)O